[C@H]1([C@@H](O)[C@@H](O)[C@H](O)[C@H](O1)CO)O[C@H]([C@H]([C@H](C=O)O)O)[C@@H](O)C 4-O-α-D-Mannopyranosyl-L-rhamnose